Methyl 3-bromo-4-(((2,2-dimethyl-4,6-dioxo-1,3-dioxan-5-ylidene)methyl)amino)benzoate BrC=1C=C(C(=O)OC)C=CC1NC=C1C(OC(OC1=O)(C)C)=O